sodium disuccinimidyl glutarate C(CCCC(=O)ON1C(CCC1=O)=O)(=O)ON1C(CCC1=O)=O.[Na]